2-(4-chloro-1-isopropyl-1H-pyrazol-5-yl)-N-(4-(5-methyl-3-(trifluoromethyl)-1H-pyrazol-1-yl)phenyl)-4,5,6,7-tetrahydropyrazolo[1,5-a]pyridin-4-amine ClC=1C=NN(C1C1=NN2C(C(CCC2)NC2=CC=C(C=C2)N2N=C(C=C2C)C(F)(F)F)=C1)C(C)C